CN(C=1N(C(C=2NC(=NC2N1)C=1C=NN(C1)CC1=CC(=CC=C1)C(F)(F)F)=O)CCC)CC(=O)O (Methyl-{6-oxo-1-propyl-8-[1-(3-trifluoromethyl-benzyl)-1H-pyrazol-4-yl]-6,7-dihydro-1H-purin-2-yl}-amino)-acetic acid